C(C)(C)(C)OC(=O)N1N=C(C=C1)OC(CO)C(C)C 3-((1-hydroxy-3-methylbutan-2-yl)oxy)-1H-pyrazole-1-carboxylic acid tert-butyl ester